N-trimethylsilyloxy(piperidin-2-yl)dimethoxysilane C[Si](ON1C(CCCC1)[SiH](OC)OC)(C)C